10-(2,5-dihydroxyphenyl)-10H-9-oxa-10-phospha-phenanthrene-10-oxide OC1=C(C=C(C=C1)O)P1(OC2=CC=CC=C2C=2C=CC=CC12)=O